6-[2-cyano-3-[[ethyl(methyl)sulfamoyl]amino]-6-fluoro-phenoxy]-3-[3-(4-fluoro-4-piperidyl)propyl]-4-oxo-quinazoline C(#N)C1=C(OC=2C=C3C(N(C=NC3=CC2)CCCC2(CCNCC2)F)=O)C(=CC=C1NS(N(C)CC)(=O)=O)F